N-(2-aminoethyl)-4-methoxybenzamide NCCNC(C1=CC=C(C=C1)OC)=O